CN(S(=O)(=O)C=1C=C(C(=O)O)C=CC1NCCCCCC(F)(F)F)C 3-(dimethylsulfamoyl)-4-(6,6,6-trifluorohexylamino)benzoic acid